FC=1C=C(C=CC1F)[C@H]1[C@@H](CN(C1)CCOC)NC(=O)NC1=C2C(=NN1C1=CC=CC=C1)CS(C2)(=O)=O 1-((3S,4R)-4-(3,4-difluorophenyl)-1-(2-methoxyethyl)pyrrolidin-3-yl)-3-(5,5-dioxido-2-phenyl-4,6-dihydro-2H-thieno[3,4-c]pyrazol-3-yl)urea